C(C)(C)(C)[Si](C1=CC=CC=C1)(C1=CC=CC=C1)OCC1(COC=2N=C(C(=C3N=C(N=C(N1C)C32)SC)F)Cl)C tert-butyl-[(7-chloro-6-fluoro-12,13-dimethyl-3-methylsulfanyl-10-oxa-2,4,8,13-tetrazatricyclo[7.4.1.05,14]tetradeca-1,3,5,7,9(14)-pentaen-12-yl)methoxy]-diphenyl-silane